2-hexoxy-1,3-dipropenyl-propane C(CCCCC)OC(CC=CC)CC=CC